N[C@@H]1[C@H](CN(CC1)C1=NN2C(S1)=NC=C2C2=C(C=C(C=C2)F)OC)CO ((3S,4S)-4-amino-1-(5-(4-fluoro-2-methoxyphenyl)imidazo[2,1-b][1,3,4]thiadiazol-2-yl)piperidin-3-yl)methanol